C(C)(C)(C)[C@@H]1N(CCCC1C(NC1=NN(C2=CC=C(C=C12)Br)C(C1=CC=CC=C1)(C1=CC=CC=C1)C1=CC=CC=C1)=O)C(=O)O (R)-tert-butyl-3-[(5-bromo-1-trityl-1H-indazol-3-yl)carbamoyl]piperidine-1-carboxylic acid